3-((1H-pyrrolo[3,2-b]pyridin-5-yl)oxy)benzimidamide N1C=CC2=NC(=CC=C21)OC=2C=C(C(N)=N)C=CC2